FC=1C(=CC2=C(C(NC=3CNC[C@@H](C23)N(C(=O)C=2NC3=CC=C(C(=C3C2)F)F)C)=O)C1)F |r| Racemic-N-(8,9-difluoro-6-oxo-1,2,3,4,5,6-hexahydrobenzo[c][1,7]naphthyridin-1-yl)-4,5-difluoro-N-methyl-1H-indole-2-carboxamide